4-Cyclopentyl-4-[4-(1H-pyrrolo[2,3-b]pyridin-4-yl)-pyrazol-1-yl]-butyramide C1(CCCC1)C(CCC(=O)N)N1N=CC(=C1)C1=C2C(=NC=C1)NC=C2